[N+](=O)([O-])C1=CC=C(C=C1)C(C=CC=1C=C(OCCC(=O)O)C=CC1)=O 3-[3-[3-(4-Nitrophenyl)-3-oxoprop-1-enyl]phenoxy]propanoic acid